C1C(CC)O1 buten oxide